ClC1=CC=CC2=C1OCCC[C@@]21N=C2N(C=C(C=C2OC(F)F)C(F)(F)F)C1 |r| rac-9-chloro-8'-(difluoromethoxy)-6'-(trifluoromethyl)-3,4-dihydro-2h,3'h-spiro[benzo[b]oxepin-5,2'-imidazo[1,2-a]pyridine]